N-(cis-4-n-Propylcyclohexyl)-3,5-bis-[cis-4-tert-butylcyclohexylcarbonylamino]-benzamid C(CC)[C@H]1CC[C@H](CC1)NC(C1=CC(=CC(=C1)NC(=O)[C@@H]1CC[C@@H](CC1)C(C)(C)C)NC(=O)[C@@H]1CC[C@@H](CC1)C(C)(C)C)=O